2-hydroxy-4-isopropoxy-4'-n-propoxybenzophenone OC1=C(C(=O)C2=CC=C(C=C2)OCCC)C=CC(=C1)OC(C)C